C[C@H]1N(CCN(C1)C=1C2=C(N=C(N1)SC)CN(CC2)C2=CC=CC1=CC=CC=C21)C(=O)OCC2=CC=CC=C2 (R)-benzyl 2-methyl-4-(2-(methylthio)-7-(naphthalen-1-yl)-5,6,7,8-tetrahydropyrido[3,4-d]pyrimidin-4-yl)piperazine-1-carboxylate